BrC=1C(=CC(=C(N)C1)N1CCN(CC1)C)F 5-bromo-4-fluoro-2-(4-methylpiperazin-1-yl)aniline